C(CCC)CC[C@H]1OC1 (R)-2-butyl-ethyl-oxirane